5-bromo-3-[1-(2-chloro-3-fluoro-phenyl)-ethoxy]-pyridin-2-ylamine BrC=1C=C(C(=NC1)N)OC(C)C1=C(C(=CC=C1)F)Cl